alpha-(5-deaza-5,6,7,8-tetrahydropteroyl)-DL-2-amino-4-phosphobutanoic acid C(C1=CC=C(NCC2CNC=3N=C(N)NC(=O)C3C2)C=C1)(=O)C(C(=O)O)(CCP(=O)=O)N